N-(3-(dimethylamino)propyl)formamide CN(CCCNC=O)C